C12(CCC(C=C1)C2)O bicyclo[2.2.1]hept-5-en-ol